3,5-bis(trifluoromethyl)phenoxide FC(C=1C=C([O-])C=C(C1)C(F)(F)F)(F)F